O=C1C2=C(N=CN1C(CNC(C)=O)C)C(=NC(=C2)C2=CC=C(C=C2)C(F)(F)F)C=2C=NC=CC2 N-(2-(4-oxo-8-(pyridin-3-yl)-6-(4-(trifluoromethyl)phenyl)pyrido[3,4-d]Pyrimidin-3(4H)-yl)propyl)acetamide